COC(=O)C1=CC(=CN1C)S(=O)(=O)N1C=CC=C1 1-((5-(methoxycarbonyl)-1-methyl-1H-pyrrol-3-yl)sulfonyl)-1H-pyrrole